FC=1C(=CC(=NC1)C=1C=C2CN(C(C2=CC1)=O)C1C(NC(CC1)=O)=O)CN1CC(C1)C=1C=NC=CC1 3-(5-(5-fluoro-4-((3-(pyridin-3-yl)azetidin-1-yl)methyl)pyridin-2-yl)-1-oxoisoindolin-2-yl)piperidine-2,6-dione